CN1C(CC2=CC=C(C=C12)B1OC(C(O1)(C)C)(C)C)=O methyl-6-(4,4,5,5-tetramethyl-1,3,2-dioxaborolan-2-yl)indolin-2-one